C(C(C)C)(=O)OC1=C(C=C(C=C1)Br)C=NC1=CC=C(C=C1)CN(CC)CC 4-bromo-2-((4-((dieth-ylamino)methyl)phenylimino)methyl)phenyl isobutyrate